1-Bromodec-3-yne BrCCC#CCCCCCC